3-(4-((4-(((1-(adamantan-1-yl)ethyl)amino)methyl)benzyl)thio)-1-oxoisoindolin-2-yl)piperidine-2,6-dione C12(CC3CC(CC(C1)C3)C2)C(C)NCC2=CC=C(CSC3=C1CN(C(C1=CC=C3)=O)C3C(NC(CC3)=O)=O)C=C2